BrC=1C=C(C=C(C1)C(F)F)N1N=CC(=C1)CC#N 2-{1-[3-bromo-5-(difluoromethyl)phenyl]pyrazol-4-yl}acetonitrile